The molecule is a 17-oxo steroid that is estrone in which the hydrogen at position 4 has been replaced by a methoxy group. It has a role as an estrogen, a human metabolite, a genotoxin and a biomarker. It is a 17-oxo steroid, a 3-hydroxy steroid, an aromatic ether and a member of phenols. It derives from an estrone. C[C@]12CC[C@H]3[C@H]([C@@H]1CCC2=O)CCC4=C3C=CC(=C4OC)O